2-bromo-5-(difluoromethyl)phenol BrC1=C(C=C(C=C1)C(F)F)O